Dimethyl 2-(3-bromophenyl)-2-(hydroxymethyl)malonate BrC=1C=C(C=CC1)C(C(=O)OC)(C(=O)OC)CO